CN(C(=O)C=1C=C(C(=NC1C)C)C(=O)N)C 5-N,5-N,2,6-tetramethylpyridine-3,5-dicarboxamide